2-[[4-[5-[chloro(difluoro)methyl]-1,2,4-oxadiazol-3-yl]phenyl]methyl]-4,4-dimethyl-isoxazolidin-3-one ClC(C1=NC(=NO1)C1=CC=C(C=C1)CN1OCC(C1=O)(C)C)(F)F